N-(3-(2,2-difluoropropyl)-1,2,4-thiadiazol-5-yl)-5-(3-methoxyphenyl)-2-methylfuran-3-carboxamide FC(CC1=NSC(=N1)NC(=O)C1=C(OC(=C1)C1=CC(=CC=C1)OC)C)(C)F